ClC1=C(C(=O)N)C=C(C=C1)CN1N=NC(=C1)C1=C(N=C2N1C=CC=C2)C2=CC=C(C=C2)C2CC2 2-Chloro-5-((4-(2-(4-cyclopropylphenyl)imidazo[1,2-a]pyridin-3-yl)-1H-1,2,3-triazol-1-yl)methyl)benzamide